(N-[4-amino-5-(6-methoxypyridine-3-carbonyl)thiazol-2-yl]-3,4-difluoro-anilino)propanamide NC=1N=C(SC1C(=O)C=1C=NC(=CC1)OC)N(C1=CC(=C(C=C1)F)F)C(C(=O)N)C